1-(2-Acetyl-1H-indol-3-yl)propan-2-one C(C)(=O)C=1NC2=CC=CC=C2C1CC(C)=O